C1=CC=CC=2C3=CC=CC=C3N(C12)C1=C(C#N)C(=C(C=C1N1C2=CC=C(C=C2C=2C=C(C=CC12)C(C)(C)C)C(C)(C)C)N1C2=CC=C(C=C2C=2C=C(C=CC12)C(C)(C)C)C(C)(C)C)N1C2=CC=CC=C2C=2C=CC=CC12 2,6-di(9H-carbazole-9-yl)-3,5-di(3,6-di-tert-butyl-9H-carbazole-9-yl)benzonitrile